ClC=1C(=C(C=CC1Cl)NC=1C2=C(N=CN1)C=CC(=N2)N2[C@@H]1CN([C@H](C2)C1)C(C=C)=O)OC 1-((1S,4S)-5-(4-((3,4-dichloro-2-methoxyphenyl)amino)pyrido[3,2-d]pyrimidin-6-yl)-2,5-diazabicyclo[2.2.1]heptan-2-yl)prop-2-en-1-one